FC1=CC=C(C=C1)N(C(C=C)=O)CCN1CCN(CC1)CCC=1SC=CC1 N-(4-fluorophenyl)-N-(2-(4-(2-(thiophen-2-yl)ethyl)piperazin-1-yl)ethyl)acrylamide